3-bromo-2-fluoro-6-[1-methyl-4-(trifluoromethyl)imidazol-2-yl]pyridine BrC=1C(=NC(=CC1)C=1N(C=C(N1)C(F)(F)F)C)F